(S)-8-(6-((1-(4-(Difluoromethyl)phenyl)-4-methyl-1H-1,2,3-triazol-5-yl)methoxy)Pyridazin-3-yl)-2-fluoro-7,8,9,10-tetrahydro-5H-pyrazino[1,2-a]pyrido[3,4-e]pyrazine FC(C1=CC=C(C=C1)N1N=NC(=C1COC1=CC=C(N=N1)N1CC=2N(C3=C(NC2)C=NC(=C3)F)CC1)C)F